O1CCC(C=C1)C1=NN2C(N(C(=C(C2=O)N2CCN(CC2)C(C2=NC=CC=C2O)=O)CC)CC(=O)NC2=C(C=C(C=C2)C(F)(F)F)C)=N1 2-(2-(3,4-dihydro-2H-pyran-4-yl)-5-ethyl-6-(4-(3-hydroxypicolinoyl)piperazin-1-yl)-7-oxo-[1,2,4]triazolo[1,5-a]pyrimidin-4(7H)-yl)-N-(2-methyl-4-(trifluoromethyl)phenyl)acetamide